1-[2-methoxy-6-(trifluoromethyl)pyridin-3-yl]cyclopropane-1-carboxylic acid COC1=NC(=CC=C1C1(CC1)C(=O)O)C(F)(F)F